tert-butyl-N-(4-bromo-2-fluoro-6-((4-methoxybenzyl)oxy)phenyl)-N-sulfamoyl-glycine C(C)(C)(C)C(N(S(N)(=O)=O)C1=C(C=C(C=C1OCC1=CC=C(C=C1)OC)Br)F)C(=O)O